O1COC2=C1C=CC=C2C2=CC=C(C(=N2)OC2=C(C=C(C=C2C)C)C)C(=O)NS(=O)(=O)C=2C(NC=CC2)=O 6-(1,3-Benzodioxol-4-yl)-N-[(2-oxo-1H-pyridin-3-yl)sulfonyl]-2-(2,4,6-trimethylphenoxy)pyridin-3-carboxamid